FC1(CCC2=C1N=C(N=C2C2=CC(=CC=C2)S(=O)(=N)C)N2[C@H](CC2)C#N)F (2R)-1-(7,7-difluoro-4-(3-(S-methylsulfonimidoyl)phenyl)-6,7-dihydro-5H-cyclopenta[d]pyrimidin-2-yl)azetidine-2-carbonitrile